NC1=NC2=C(N1CCCCCNC(OC(C)(C)C)=O)C(=CC(=C2)CN2CCN(CC2)C)C(N(C)C)=O tert-butyl (5-(2-amino-7-(dimethylcarbamoyl)-5-((4-methylpiperazin-1-yl)methyl)-1H-benzo[d]imidazol-1-yl)pentyl)carbamate